4-(4-chloro-2-(1-methyl-1H-pyrazol-4-yl)phenyl)-2-methylene-4-oxobutanenitrile ClC1=CC(=C(C=C1)C(CC(C#N)=C)=O)C=1C=NN(C1)C